FC(C1=NN(C=C1[N+](=O)[O-])C1CCN(CC1)CCCCCC1=C2C(N(C(C2=CC=C1)=O)C1C(NC(CC1)=O)=O)=O)F 4-[5-[4-[3-(Difluoromethyl)-4-nitro-pyrazol-1-yl]-1-piperidyl]pentyl]-2-(2,6-dioxo-3-piperidyl)isoindoline-1,3-dione